O[C@H]1C[C@H]2[C@@H]3CCC([C@@]3(C)CC[C@@H]2[C@]2(CCC(CC12)=O)C)=O 6α-Hydroxyandrostane-3,17-dione